C1(CC1)C=1C=C(N(N1)C)C(=O)NC(C(=O)OC)C methyl 2-[(5-cyclopropyl-2-methyl-pyrazole-3-carbonyl)amino]propanoate